8-fluoro-N-hydroxy-2-((2s,4r)-6-azaspiro[3.5]nonan-2-yl)-1,2,3,4-tetrahydroisoquinoline-6-carboxamide FC=1C=C(C=C2CCN(CC12)C1CC2(C1)CNCCC2)C(=O)NO